[Si](C)(C)(C(C)(C)C)OCC=1C=C2C(=NC=NN2C1)C1=C(CC2CN(C[C@@H](O2)C)CC2=CC=C(C=C2)OC)C(=CC(=C1)Cl)C (6S)-2-(2-(6-(((tert-butyldimethylsilyl)oxy)methyl)pyrrolo[2,1-f][1,2,4]triazin-4-yl)-4-chloro-6-methylbenzyl)-4-(4-methoxybenzyl)-6-methylmorpholine